OC1(CCN(CC1)C1=C2C=CNC(C2=CN=C1)=O)C(F)(F)F 5-[4-hydroxy-4-(trifluoromethyl)-1-piperidyl]-2,7-naphthyridin-1-one